[C@@H]12OC[C@@H](N(C1)CC(=O)NC=1N=CC3=CC=C(C=C3C1)C1=CN=CN1C)C2 2-((1s,4s)-2-oxa-5-azabicyclo[2.2.1]heptan-5-yl)-N-(6-(1-methyl-1H-imidazol-5-yl)isoquinolin-3-yl)acetamide